tert-butyl (S)-6-(4-((1-(1H-imidazol-2-yl)-4-methylpentan-2-yl)amino)-5,6,7,8-tetrahydroquinazolin-2-yl)-2,6-diazaspiro[3.4]octane-2-carboxylate N1C(=NC=C1)C[C@H](CC(C)C)NC1=NC(=NC=2CCCCC12)N1CC2(CN(C2)C(=O)OC(C)(C)C)CC1